(R)-5-(4-((1-methoxyprop-2-yl)oxy)-6-nitroquinolin-2-yl)thiazole COC[C@@H](C)OC1=CC(=NC2=CC=C(C=C12)[N+](=O)[O-])C1=CN=CS1